N-(4-chlorobenzyl)-1-((R)-2-(1-fluorocyclopropane-1-amido)-3-mercapto-3-methylbutanoyl)-4-hydroxypyrrolidine-2-carboxamide ClC1=CC=C(CNC(=O)C2N(CC(C2)O)C([C@H](C(C)(C)S)NC(=O)C2(CC2)F)=O)C=C1